Dodecyl Phenyl Ether Sulfate S(=O)(=O)(O)O.C1(=CC=CC=C1)OCCCCCCCCCCCC